BrC=1SC(=NN1)CS(=O)(=O)C 2-bromo-5-(methylsulfonylmethyl)-1,3,4-thiadiazole